cyclopentyl 2-methyltetrahydropyridazine-1(2H)-carboxylate CN1N(CCCC1)C(=O)OC1CCCC1